C[C@@H](C(=O)N1CCC[C@H]1C(=O)O)N[C@@H](CCC2=CC=CC=C2)C(=O)O The molecule is enalapril in which the ethyl ester group has been hydrolysed to the corresponding carboxylic acid. Enalaprilat is an angiotensin-converting enzyme (ACE) inhibitor and is used (often in the form of its prodrug, enalapril) in the treatment of hypertension and heart failure, for reduction of proteinuria and renal disease in patients with nephropathies, and for the prevention of stroke, myocardial infarction, and cardiac death in high-risk patients. Unlike enalapril, enalaprilat is not absorbed by mouth but is given by intravenous injection, usually as the dihydrate. It has a role as an EC 3.4.15.1 (peptidyl-dipeptidase A) inhibitor and an antihypertensive agent. It is a dicarboxylic acid and a dipeptide.